C(C)NC(C1=C(C=CC=C1)SC1=CC=C2C(=NN(C2=C1)C1OCCCC1)\C=C\C=1C=NN(C1)CCCN1CCCC1)=O (trans)-N-ethyl-2-((3-(2-(1-(3-(pyrrolidin-1-yl)propyl)-1H-pyrazol-4-yl)vinyl)-1-(tetrahydro-2H-pyran-2-yl)-1H-indazol-6-yl)sulfanyl)benzamide